C(#N)C=1C=C2C(CC(C2=CC1C#N)=O)=O 5,6-dicyano-1,3-indandione